(S)-4-methyl-2-(1-methyl-2-oxo-5-(2-oxoethyl)-1,2-dihydropyridin-3-yl)pentanoic acid methyl ester COC([C@@H](CC(C)C)C=1C(N(C=C(C1)CC=O)C)=O)=O